4-[5-[3-Amino-6-[(1R)-1-methylpent-4-enoxy]-5-(trifluoromethyl)-2-pyridyl]-1,3,4-oxadiazol-2-yl]-4-benzyloxy-5,5,5-trifluoro-pent-1-en-3-ol NC=1C(=NC(=C(C1)C(F)(F)F)O[C@@H](CCC=C)C)C1=NN=C(O1)C(C(C=C)O)(C(F)(F)F)OCC1=CC=CC=C1